N-((4-((4-fluoro-1-(3-oxetanyl)piperidin-4-yl)methoxy)-3-nitrophenyl)sulfonyl)benzamide FC1(CCN(CC1)C1COC1)COC1=C(C=C(C=C1)S(=O)(=O)NC(C1=CC=CC=C1)=O)[N+](=O)[O-]